(E)-3-(4-Methoxyphenyl)-5,6-dimethyl-1-phenylhepta-4,6-dien-1-one COC1=CC=C(C=C1)C(CC(=O)C1=CC=CC=C1)\C=C(\C(=C)C)/C